tri-(1-hexadecyl)-sorbitol C(CCCCCCCCCCCCCCC)[C@@](C(O)(CCCCCCCCCCCCCCCC)CCCCCCCCCCCCCCCC)(O)[C@@H](O)[C@H](O)[C@H](O)CO